C(C1=CC=CC=C1)N1C2COCC1CC(C2)OC(=O)N2C(C1=CC=CC=C1CC2)C2=CC=C(C=C2)F 9-benzyl-3-oxa-9-azabicyclo[3.3.1]nonan-7-yl-1-(4-fluorophenyl)-3,4-dihydroisoquinoline-2(1H)-carboxylate